methyl-bis(3-methylphenyl)silane C[SiH](C1=CC(=CC=C1)C)C1=CC(=CC=C1)C